2-(mercaptoethyl)-N-methylthiazole-4-carboxamide SCCC=1SC=C(N1)C(=O)NC